C1(=CC=CC=C1)NC(=O)N1CC2=CC(=CC=C2CC1)OC1=CC=C(C=C1)C(F)(F)F N-phenyl-7-(4-(trifluoro-methyl)phenoxy)-3,4-dihydroisoquinoline-2(1H)-carboxamide